N-(4-{2-[(3,3-difluoro-1-azetidinyl)carbonyl]-4-fluorophenyl}-6-isopropoxy-2-pyridyl)-1-cyclopropyl-5-{[(S)-2-methoxypropylamino]methyl}-2-oxo-1,2-dihydronicotinamide FC1(CN(C1)C(=O)C1=C(C=CC(=C1)F)C1=CC(=NC(=C1)OC(C)C)NC(C=1C(N(C=C(C1)CNC[C@H](C)OC)C1CC1)=O)=O)F